Methyl 6-((3-(4-(3-(1-acetamido-6-(cyclopropanecarboxamido)-2,7-naphthyridin-4-yl)-2-methoxyphenyl)-1H-pyrazol-1-yl)azetidin-1-yl)methyl)picolinate C(C)(=O)NC1=NC=C(C2=CC(=NC=C12)NC(=O)C1CC1)C=1C(=C(C=CC1)C=1C=NN(C1)C1CN(C1)CC1=CC=CC(=N1)C(=O)OC)OC